C(C)OC1=CC=C(C=N1)C1=CN=CC(=N1)C(=O)NOCC=1N(C=CN1)CC 6-(6-ethoxypyridin-3-yl)-N-((1-ethyl-1H-imidazol-2-yl)methoxy)pyrazine-2-carboxamide